3-[4-(1-Acetylpiperidin-4-yl)phenyl]-1-({[(benzyloxy)carbonyl]amino}sulfonyl)-1H-pyrrole-2-carboxylic acid benzyl ester C(C1=CC=CC=C1)OC(=O)C=1N(C=CC1C1=CC=C(C=C1)C1CCN(CC1)C(C)=O)S(=O)(=O)NC(=O)OCC1=CC=CC=C1